N-[4-(4-methyl-2-phenylpiperazine-1-carbonyl)-3-(2-oxopyrrolidin-1-yl)phenyl]cyclopropanecarboxamide CN1CC(N(CC1)C(=O)C1=C(C=C(C=C1)NC(=O)C1CC1)N1C(CCC1)=O)C1=CC=CC=C1